3,3,3-trifluoro-N-(5-(2-(((3S,5S)-5-fluoro-piperidin-3-yl)amino)-8-isopropyl-7-oxo-7,8-dihydropyrido[2,3-d]-pyrimidin-6-yl)pyridin-2-yl)propane-1-sulfonamide FC(CCS(=O)(=O)NC1=NC=C(C=C1)C1=CC2=C(N=C(N=C2)N[C@@H]2CNC[C@H](C2)F)N(C1=O)C(C)C)(F)F